ClC=1C=C2C=CN(C2=CC1C(=O)N1COC2=C(C1)C=CC=C2C2=CC(=C(C(=O)O)C=C2F)N2CCOCC2)C 4-[3-(5-Chloro-1-methylindole-6-carbonyl)-2,4-dihydro-1,3-benzoxazin-8-yl]-5-fluoro-2-morpholin-4-ylbenzoic acid